1-(4-(2,7-diazaspiro[3.5]nonan-7-yl)-1H-pyrazol-1-yl)-N-(2-chloro-4-(trifluoromethyl)phenyl)cyclobutane-1-carboxamide (97e)-trifluoroacetate FC(C(=O)O)(F)F.C1NCC12CCN(CC2)C=2C=NN(C2)C2(CCC2)C(=O)NC2=C(C=C(C=C2)C(F)(F)F)Cl